CN(CCCN1C(C(=CC=C1)C(=O)[O-])=O)C.[Li+] lithium (1+) 1-[3-(dimethylamino)propyl]-2-oxo-1,2-dihydropyridine-3-carboxylate